O[C@]1([C@@H](CCC1)N1C(C(=CC2=C1N=C(N=C2)NC2(C(CN(CC2([2H])[2H])S(=O)(=O)C([2H])([2H])[2H])([2H])[2H])[2H])C([2H])([2H])[2H])=O)C (-)-8-((1R,2R)-2-hydroxy-2-methylcyclopentyl)-6-(methyl-d3)-2-((1-((methyl-d3)sulfonyl)piperidin-4-yl-3,3,4,5,5-d5)amino)pyrido[2,3-d]pyrimidin-7(8H)-one